C(C)C1=C(CN2CC(CC2)C(=O)O)C=CC(=C1)C(C)=NOCC1=CC(=C(C=C1)C1=NC=C(N=C1)F)F 1-(2-ethyl-4-(1-(((3-fluoro-4-(5-fluoropyrazin-2-yl)benzyl)oxy)imino)ethyl)benzyl)pyrrolidine-3-carboxylic acid